(2S)-1-{2-[4-(difluoromethoxy)benzenesulfonyl]-2H,4H,5H,6H-pyrrolo[3,4-c]pyrazol-5-yl}-3-hydroxy-2-phenylpropan-1-one FC(OC1=CC=C(C=C1)S(=O)(=O)N1N=C2C(=C1)CN(C2)C([C@H](CO)C2=CC=CC=C2)=O)F